N[C@@H](CNC(OC(C)(C)C)=O)C (R)-tert-butyl (2-aminopropyl)carbamate